3-methylsulfonyl-azetidine hydrochloride Cl.CS(=O)(=O)C1CNC1